6-methylcyclohexenone CC1CCC=CC1=O